tungsten di-oxide [W](=O)=O